O1C=C(C=C1)C1=NC(=C2N=CN(C2=N1)[C@H]1[C@@H]([C@@H]([C@H](O1)C(=O)NC([2H])([2H])[2H])O)O)NC([2H])([2H])[2H] (2S,3S,4R,5R)-5-(2-(furan-3-yl)-6-((methyl-d3)amino)-9H-purin-9-yl)-3,4-dihydroxyl-N-(methyl-d3)tetrahydrofuran-2-carboxamide